5'-bromo-7'-(chloromethyl)-2',3'-dihydro-1'H-spiro[cyclobutan-1,4'-isoquinoline]-1'-one BrC1=C2C3(CNC(C2=CC(=C1)CCl)=O)CCC3